C(#N)C=1C=C(C=CC1)S(=O)(=O)NC1CC(C1)NC1=C2C(=NC=C1C=1OC=CN1)NC=C2 3-cyano-N-((1s,3s)-3-((5-(oxazol-2-yl)-1H-pyrrolo[2,3-b]pyridin-4-yl)amino)cyclobutyl)benzenesulfonamide